5-(4-aminophenyl)-1H-indole-1-carboxylic acid tert-butyl ester C(C)(C)(C)OC(=O)N1C=CC2=CC(=CC=C12)C1=CC=C(C=C1)N